4-(4-(1-(3-acrylamidophenyl)-2-oxo-1H-imidazo[4,5-c]pyridin-3(2H)-yl)phenoxy)-N-methylpicolinamide C(C=C)(=O)NC=1C=C(C=CC1)N1C(N(C=2C=NC=CC21)C2=CC=C(OC1=CC(=NC=C1)C(=O)NC)C=C2)=O